4-(3-(piperazin-1-yl)propoxy)-N-((2,3,4,9-tetrahydro-1H-carbazol-3-yl)methyl)benzenesulfonamide N1(CCNCC1)CCCOC1=CC=C(C=C1)S(=O)(=O)NCC1CCC=2NC3=CC=CC=C3C2C1